(4S)-2-bromo-4-(4-methoxybutyl)-4,5,6,7-tetrahydropyrazolo[1,5-a]pyrazine BrC1=NN2C([C@@H](NCC2)CCCCOC)=C1